4-(2-(2,3-Dihydrobenzofuran-5-yl)imidazo[1,2-a]pyrimidin-3-yl)pyridin-2-amine O1CCC2=C1C=CC(=C2)C=2N=C1N(C=CC=N1)C2C2=CC(=NC=C2)N